(1-(4-cyclobutyl-2-methyl-5-(4H-1,2,4-triazol-3-yl)benzoyl)piperidin-4-yl)benzonitrile C1(CCC1)C1=CC(=C(C(=O)N2CCC(CC2)C2=C(C#N)C=CC=C2)C=C1C1=NN=CN1)C